C(C)(C)(C)[C@@H]1CC=2C=C3C(=NC2CC1)SC(=N3)C(=O)N[C@H](CCN3CCC(CC3)O)C3=CC(=CC=C3)C(=O)N3CC(C3)CN3CCCC3 (7S)-7-tert-butyl-N-[(1R)-3-(4-hydroxy-1-piperidyl)-1-[3-[3-(pyrrolidin-1-ylmethyl)azetidine-1-carbonyl]phenyl]propyl]-5,6,7,8-tetrahydrothiazolo[5,4-b]quinoline-2-carboxamide